dimethyl-2,4-dioxa-1,3-diiridabicyclo[1.1.0]butane-2,4-diium-1,3-diuide C[O+]1[Ir-]2[O+]([Ir-]12)C